C(C)OP(=O)(OCC)C(C1=CC2=C(SC(=C2)C(=O)N[C@H]2CCC[C@@H]3N(C2=O)[C@@H](CC3)C(=O)OC3=C(C(=C(C(=C3F)F)F)F)F)C=C1)(F)F perfluorophenyl (3S,6S,9aS)-6-(5-((diethoxyphosphoryl)difluoromethyl)benzo[b]thiophene-2-carboxamido)-5-oxooctahydro-1H-pyrrolo[1,2-a]azepine-3-carboxylate